(5R,7R)-3-(6-bromopyridin-2-yl)-5-(fluoromethyl)-7-methyl-6,7-Dihydro-5H-pyrrolo[2,1-c][1,2,4]triazole BrC1=CC=CC(=N1)C=1N2C(=NN1)[C@@H](C[C@@H]2CF)C